cis-8-dimethylamino-8-phenyl-3-(2-pyridin-4-yl-ethyl)-1,3-diazaspiro[4.5]decan-2-one CN(C1(CCC2(CN(C(N2)=O)CCC2=CC=NC=C2)CC1)C1=CC=CC=C1)C